NC=1C2=C(N=CN1)N(C(=C2C=2C=C1CNC(C1=CC2)=O)C2=CC=C(C=C2)NC(C(=C)C)=O)C N-(4-(4-amino-7-methyl-5-(1-oxoisoindolin-5-yl)-7H-pyrrolo[2,3-d]pyrimidin-6-yl)phenyl)methacrylamide